3-(8-((1r,4r)-4-(4-(4-(3-amino-6-(2-hydroxyphenyl)pyridazin-4-yl)-1H-pyrazol-1-yl)piperidin-1-yl)cyclohexyl)-2,3-dihydro-4H-benzo[b][1,4]oxazin-4-yl)piperidine-2,6-dione NC=1N=NC(=CC1C=1C=NN(C1)C1CCN(CC1)C1CCC(CC1)C1=CC=CC2=C1OCCN2C2C(NC(CC2)=O)=O)C2=C(C=CC=C2)O